C(C)(C)(C)OC(N[C@@H]1CN([C@@H](C1)CO)C1=C(C=CC(=C1)Br)[N+](=O)[O-])=O ((3S,5S)-1-(5-bromo-2-nitrophenyl)-5-(hydroxymethyl)pyrrolidin-3-yl)carbamic acid tert-butyl ester